N-(6-methoxy-3-methyl-1,2,3,4-tetrahydronaphthalen-1-yl)-2-oxo-6-(trifluoromethyl)-1,2-dihydropyridine-3-carboxamide COC=1C=C2CC(CC(C2=CC1)NC(=O)C=1C(NC(=CC1)C(F)(F)F)=O)C